C[C@@]12CCC[C@@H](C2CC[C@@H]1[C@@H](CCCO)C)O[Si](CC)(CC)CC (4R)-4-((1R,4S,7aR)-7a-methyl-4-((triethylsilyl)oxy)octahydro-1H-inden-1-yl)pentane-1-ol